8-trifluoromethylquinazolinone FC(C=1C=CC=C2C=NC(NC12)=O)(F)F